N1-(2-aminoethyl)propane-1,3-diamine NCCNCCCN